ClC1=CC2=C(N=C(N(C2=O)C)C2=C(C(=CC(=C2Cl)OC)OC)Cl)C=N1 6-chloro-2-(2,6-dichloro-3,5-dimethoxyphenyl)-3-methylpyrido[3,4-d]pyrimidine-4(3H)-one